3-(3,5-dichloro-4-(4-chlorobenzoyl)benzyl)-3,6-dihydro-7H-[1,2,3]triazolo[4,5-d]pyrimidin-7-one ClC=1C=C(CN2N=NC3=C2N=CNC3=O)C=C(C1C(C1=CC=C(C=C1)Cl)=O)Cl